OC(C)(C)C=1C=C(C=CC1)NC=1C2=C(N=C(N1)NC=1C=NN(C1)C1CCN(CC1)C(C)=O)SC=C2C 1-(4-(4-((4-((3-(2-hydroxypropan-2-yl)phenyl)amino)-5-methylthieno[2,3-d]pyrimidin-2-yl)amino)-1H-pyrazol-1-yl)piperidin-1-yl)ethan-1-one